N1N=CC(=C1)C=1C=NC2=CC=C(C=C2N1)C(=O)C=1C(=C(C=CC1)NC(=O)NC1=CC(=CC=C1)F)F 1-(3-(3-(1H-pyrazol-4-yl)quinoxaline-6-carbonyl)-2-fluorophenyl)-3-(3-fluorophenyl)urea